homocystein N[C@@H](CCS)C(=O)O